(5S,8S)-N-(4-fluoro-2-(trifluoromethyl)benzyl)-8-hydroxy-5,6,7,8-tetra-hydroquinoline-5-carboxamide FC1=CC(=C(CNC(=O)[C@@H]2C=3C=CC=NC3[C@H](CC2)O)C=C1)C(F)(F)F